NC1=NC=C(C=N1)B(O)O aminopyrimidin-5-ylboronic acid